CC1(C=C(C=2OC=3C=C(C=C(C3C(C2)=O)O)OC)C=CC1(O)C)O 3',4',7-O-trimethylluteolin